BrC=1C(=NC=CC1)NCC1=C(C=C(C=C1)F)O 2-(((3-bromopyridin-2-yl)amino)methyl)-5-fluorophenol